C(C(C)C)(=O)OC=1C(=NC=CC1OC)C(N[C@@H](C)C1=NC(=NN1C)C(C1=CC=C(C=C1)F)C1=CC=C(C=C1)F)=O (S)-2-((1-(3-(bis(4-fluorophenyl)methyl)-1-methyl-1,2,4-triazol-5-yl)ethyl)carbamoyl)-4-methoxypyridin-3-yl isobutyrate